FC1=CC(=C(C=C1)C1=CC(=CC=C1)C=1OC2=C(N1)C=C(C=C2C)CNCCOC)C2=NN=CN2C N-((2-(4'-Fluoro-2'-(4-methyl-4H-1,2,4-triazol-3-yl)-[1,1'-biphenyl]-3-yl)-7-methylbenzo[d]oxazol-5-yl)methyl)-2-methoxyethan-1-amine